1-(3-chloro-2-fluorobenzyl)-4-((3-fluoro-6-(thiazol-2-ylamino)pyridin-2-yl)methyl)-2-(fluoromethyl)piperidine-4-carboxylic acid ClC=1C(=C(CN2C(CC(CC2)(C(=O)O)CC2=NC(=CC=C2F)NC=2SC=CN2)CF)C=CC1)F